CCC(C(=O)[O-])N amino-butyrate